6-[(2R)-2-amino-3-[(1R)-2,2-difluorocyclopropyl]propyl]-7-methyl-N-(thiophen-2-ylmethyl)thieno[3,2-c]pyridazin-4-amine N[C@@H](CC1=C(C=2N=NC=C(C2S1)NCC=1SC=CC1)C)C[C@H]1C(C1)(F)F